5-[3-(trifluoromethyl)phenyl]-1,3-oxazol FC(C=1C=C(C=CC1)C1=CN=CO1)(F)F